methyl 2-amino-3-(2,5-dichlorothiophen-3-yl)propanoate NC(C(=O)OC)CC1=C(SC(=C1)Cl)Cl